OC1(CCN(CC1)C(C[C@H](C(=C)C)C(F)(F)F)=O)CN1C=NC=2C(C1=O)=NN(C2C2=CC=CC=C2)C (R)-6-((4-Hydroxy-1-(4-methyl-3-(trifluoromethyl)pent-4-enoyl)piperidin-4-yl)methyl)-2-methyl-3-phenyl-2H-pyrazolo[4,3-d]pyrimidin-7(6H)-one